ClC=1C(=C(C(=CC1)NC1=C(C(C1=O)=O)NC(CC)CC)O)S(N(C)OC)(=O)=O 3-chloro-6-({3,4-dioxo-2-[(pentan-3-yl)amino]cyclobut-1-en-1-yl}amino)-2-(N-methoxy-N-methylsulfamoyl)phenol